7-benzyloxyspiro[3.5]nonan-2-ol C(C1=CC=CC=C1)OC1CCC2(CC(C2)O)CC1